(2S,4S)-4-((1H-pyrazol-4-yl)amino)-1-(2-methylbenzofuro[3,2-d]pyrimidin-4-yl)pyrrolidine-2-carboxylic acid N1N=CC(=C1)N[C@H]1C[C@H](N(C1)C=1C2=C(N=C(N1)C)C1=C(O2)C=CC=C1)C(=O)O